6-[2-(2-cyano-7-fluoro-4-methoxy-indol-1-yl)-ethylamino]-pyrimidin C(#N)C=1N(C2=C(C=CC(=C2C1)OC)F)CCNC1=CC=NC=N1